1-(4-(((8-bromo-2-((tetrahydro-2H-pyran-4-yl)amino)pyrazolo[1,5-a][1,3,5]triazin-4-yl)amino)methyl)phenyl)pyridin-2(1H)-one BrC=1C=NN2C1N=C(N=C2NCC2=CC=C(C=C2)N2C(C=CC=C2)=O)NC2CCOCC2